C(C(=C)C)(=O)NCCOC(NCC1=CC=C(C=C1)CN1C(=NC=2C(=NC=3C=CC=CC3C21)N)C=2C=NSC2)=O 4-((4-amino-2-(isothiazol-4-yl)-1H-imidazo[4,5-c]Quinolin-1-yl)methyl)benzylcarbamic acid 2-methacrylamidoethyl ester